FC(C=1C=CC=2N(N1)C(=CN2)C2=CC(=NC=C2)N2CC(CCC2)CC(=O)N)F 2-(1-(4-(6-(Difluoromethyl)imidazo[1,2-b]pyridazin-3-yl)pyridin-2-yl)piperidin-3-yl)acetamide